(3E)-6-(nonoxymethyl)-3-hexenyl-magnesium bromide C(CCCCCCCC)OCCC/C=C/CC[Mg]Br